COC=1C=C(C=CC1OC)C=1C=CC=2N(N1)C(=CN2)C2=CC=C(C=C2)CO [4-[6-(3,4-dimethoxyphenyl)imidazo[1,2-b]pyridazin-3-yl]phenyl]methanol